2-[6-(ethylsulfanyl)-4-{3-[(4-methyl-1,2,4-triazol-3-yl)methyl]oxetan-3-yl}pyridin-2-yl]-6-{[(3S)-3-methylpiperidin-1-yl]methyl}-1-oxo-3H-isoindole-4-carbaldehyde C(C)SC1=CC(=CC(=N1)N1C(C=2C=C(C=C(C2C1)C=O)CN1C[C@H](CCC1)C)=O)C1(COC1)CC1=NN=CN1C